NC=1N=C(SC1C(=O)C1=CC(=NC=C1)C)N(C1=CC=C(C=C1)F)[C@@H](C(=O)N)C (R)-2-(N-[4-amino-5-(2-methylpyridine-4-carbonyl)thiazol-2-yl]-4-fluoro-anilino)propanamide